C(CCCCCCCCC=C)(=O)O (10Z)-undeca-10-enoic acid